[N+](=O)([O-])C1=C2C3CNCC(C2=CC(=C1)[N+](=O)[O-])C3 3,5-Dinitro-10-aza-tricyclo[6.3.1.02,7]dodeca-2,4,6-triene